SC1N(C(=NN1)C)CC 1-(5-mercapto-3-methyl-1,5-dihydro-4H-1,2,4-triazol-4-yl)ethan